NC=1C(=C(C=C2C=C(N=CC12)NC(=O)[C@@H]1[C@@H]([C@H]1C=1C=NN(C1)C)C)C=1C=NC=C(C1C)N)F (1R,2R,3R)-N-(8-amino-6-(5-amino-4-methylpyridin-3-yl)-7-fluoroisoquinolin-3-yl)-2-methyl-3-(1-methyl-1H-pyrazol-4-yl)cyclopropanecarboxamide